monophosphate calcium salt [Ca+2].P(=O)([O-])([O-])O